7-((4,4-bis(((Z)-oct-5-en-1-yl)oxy)butanoyl)oxy)-4-hydroxyheptyl (3-pentyloctyl) adipate C(CCCCC(=O)OCCC(CCCCC)CCCCC)(=O)OCCCC(CCCOC(CCC(OCCCC\C=C/CC)OCCCC\C=C/CC)=O)O